5'-chloro-2'-{[3-(1H-imidazol-1-ylmethyl)piperidin-1-yl]methyl}-7',8'-dihydro-6'H-spiro[cyclohexane-1,9'-furo[2,3-f]quinazoline]-7'-one ClC=1C=C2C(=C3C4(NC(NC13)=O)CCCCC4)OC(=C2)CN2CC(CCC2)CN2C=NC=C2